2-(5-amino-2-(furan-2-yl)-7H-pyrazolo[4,3-e][1,2,4]triazolo[1,5-c]pyrimidin-7-yl)-2-phenyl-N-((S)-1-phenylethyl)acetamide NC1=NC2=C(C=3N1N=C(N3)C=3OC=CC3)C=NN2C(C(=O)N[C@@H](C)C2=CC=CC=C2)C2=CC=CC=C2